4-(((3-chloro-1,4-diphenoxy-1,4-dihydronaphthalen-2-yl)amino)methyl)-N-phenylbenzamide ClC1=C(C(C2=CC=CC=C2C1OC1=CC=CC=C1)OC1=CC=CC=C1)NCC1=CC=C(C(=O)NC2=CC=CC=C2)C=C1